CS(=O)(=O)OC1(CCC1)C1=C(C=C(C(=C1)C)Br)Cl [1-(4-bromo-2-chloro-5-methyl-phenyl)cyclobutyl] methanesulfonate